FC([C@@H](C)N[C@@H]1CC[C@H](CC1)N)(F)F trans-N4-[(1R)-2,2,2-trifluoro-1-methyl-ethyl]cyclohexane-1,4-diamine